(2S)-benzyl 2-((5-fluoro-2-(hydroxymethyl)-1H-benzo[d]imidazol-1-yl) methyl)-4-hydroxypyrrolidine-1-carboxylate FC1=CC2=C(N(C(=N2)CO)C[C@H]2N(CC(C2)O)C(=O)OCC2=CC=CC=C2)C=C1